C(CCC)NCCCC N,N-dibutylamine